C(#C)C(CO)(CO)O (S)-2-ethynyl-propane-1,2,3-triol